(4-fluorobenzyl)-N-(1-phenethylpiperidin-4-yl)acetamide 3-Bromopyrrolidine-1-carboxylate BrC1CN(CC1)C(=O)O.FC1=CC=C(CCC(=O)NC2CCN(CC2)CCC2=CC=CC=C2)C=C1